(3,4-dichlorobenzyl)benzamide ClC=1C=C(CC2=C(C(=O)N)C=CC=C2)C=CC1Cl